C(C)(C)N(C(C)C)C N,N-diisopropylmethylamine